methoxymethyl-1H-pyrrolo[2,3-b]pyridine COCN1C=CC=2C1=NC=CC2